C(CC)OCOCC/C=C/CC[Mg]I (3E)-6-(propoxymethoxy)-3-hexenyl-magnesium iodide